tert-butyl (1-(2-((4-amino-2-methylphenyl)amino)-2-oxoethyl)pyrrolidin-3-yl)carbamate NC1=CC(=C(C=C1)NC(CN1CC(CC1)NC(OC(C)(C)C)=O)=O)C